ClC1=CC=C(C=C1)[C@H](C)NC=1N=CC2=C(N1)N(C(C=C2)=O)CCF 2-{[(1S)-1-(4-Chlorophenyl)ethyl]amino}-8-(2-fluoroethyl)pyrido[2,3-d]pyrimidin-7(8H)-on